FC/C=C/C(=O)OCC Ethyl (E)-4-fluorobut-2-enoate